2-(4-[(2-Chloro-6-fluorophenyl)carbamoyl]-2-fluoro-5-{[(2S)-1,1,1-trifluoropropan-2-yl]oxy}-phenyl)-3-oxo-2,3,5,6,7,8-hexahydro[1,2,4]triazolo[4,3-a]pyridin ClC1=C(C(=CC=C1)F)NC(=O)C1=CC(=C(C=C1O[C@H](C(F)(F)F)C)N1N=C2N(CCCC2)C1=O)F